[Cl-].OCC[N+](C)(C)C choline chlorid